NC1=C(C=C(N=N1)C1=C(C=CC=C1)O)N1CC2CCC(C1)N2C2=CC(=NC=C2)C#CCN2CCC1(CC1)CC2 2-[6-amino-5-[8-[2-[3-(6-azaspiro[2.5]oct-6-yl)prop-1-ynyl]-4-pyridinyl]-3,8-diazabicyclo[3.2.1]oct-3-yl]pyridazin-3-yl]phenol